CC1(CN(C=2C1=NC(=CC2)N2C=NC=C2C)C2=NC(=NC=C2)NC=2C=C(C(=CC2OC)N(C)CCN(C)C)N)C N4-(4-(3,3-dimethyl-5-(5-methyl-1H-imidazol-1-yl)-2,3-dihydro-1H-pyrrolo[3,2-b]pyridin-1-yl)pyrimidin-2-yl)-N1-(2-(dimethylamino)ethyl)-5-methoxy-N1-methylbenzene-1,2,4-Triamine